3,4-di(dimethylphosphino)-2-(4-ethylphenyl)thiophene CP(C1=C(SC=C1P(C)C)C1=CC=C(C=C1)CC)C